tricyclodecane ethyleneDiacrylate C(CC=CC(=O)O)C=CC(=O)O.C1CCCCCCCCC1.C1CCCCCCCCC1.C1CCCCCCCCC1